ClC=1N=CC=C2C1OCC[C@]21N(C(OC1)=O)C1=NC=C(C=C1OC(F)F)C(F)(F)F (S)-8'-chloro-3-(3-(difluoromethoxy)-5-(trifluoromethyl)pyridin-2-yl)-2',3'-dihydrospiro[oxazolidine-4,4'-pyrano[2,3-c]pyridin]-2-one